pent-3-en-1-one C(CC=CC)=O